COC1=CC=C(C=N1)NCC1=NN=C2N1CCCCC2 6-methoxy-N-((6,7,8,9-tetrahydro-5H-[1,2,4]triazolo[4,3-a]azepin-3-yl)methyl)pyridin-3-amine